O=C1NCC2=C(C=C(C=C12)C(=O)O)C(F)(F)F 3-oxo-7-(trifluoromethyl)-1,2-dihydroisoindole-5-carboxylic acid